C(C1=CC=CC=C1)OC(C[C@@H](C(=O)O)NC(=O)OC(C)(C)C)=O (S)-4-(benzyloxy)-2-((tert-butoxycarbonyl)amino)-4-oxobutyric acid